N1=CNC2=C1C=C(C=C2)N benzo[1,2-d]imidazole-6-Amine